3-CHLORO-6-AZAINDOLE-7-CARBOXALDEHYDE ClC1=CNC2=C(N=CC=C12)C=O